FC1=CC(=C(C=C1[N+](=O)[O-])C1=C(C(=NC(=N1)N)C1=CNC2=CC(=CC=C12)OC)C(F)(F)F)OC (4-fluoro-2-methoxy-5-nitrophenyl)-4-(6-methoxy-1H-indol-3-yl)-5-(trifluoromethyl)pyrimidin-2-amine